C(N)(=O)C1=C2CCC[C@H](C2=CC=C1)NC(OC(C)(C)C)=O (R)-tert-Butyl 5-carbamoyl-1,2,3,4-tetrahydronaphthalen-1-ylcarbamate